trans-(2E)-4-(dimethylamino)-N-[3-[[6-(4-hydroxy-2-methylphenyl)-1H-indazol-4-yl]oxy]cyclobutyl]but-2-enamide CN(C/C=C/C(=O)N[C@@H]1C[C@H](C1)OC1=C2C=NNC2=CC(=C1)C1=C(C=C(C=C1)O)C)C